FC1=CC=C2CC3(C(C2=C1)=O)CN(C3)C(=O)OC(C)(C)C tert-butyl 6'-fluoro-1'-oxospiro[azetidine-3,2'-indane]-1-carboxylate